7-(4-(((2S,3S)-4,4-difluoro-3-hydroxy-1-(hydroxyamino)-3-methyl-1-oxobutan-2-yl)carbamoyl)phenyl)hepta-4,6-diynoic acid FC([C@@]([C@@H](C(=O)NO)NC(=O)C1=CC=C(C=C1)C#CC#CCCC(=O)O)(C)O)F